NC1(CC(C(C=C)C=C1)(S(=O)(=O)[O-])S(=O)(=O)[O-])N 4,4-diaminostyrene-2,2-disulfonate